NC1=C(C=CC(=C1)C(C)(C)C)O 2-amino-4-(tert-butyl)phenol